4-(((1R,2R,4R)-2-amino-4-hydroxy-4-(3-(trifluoromethyl)phenyl)cyclohexyl)amino)-5-chloro-N-(2,4-dimethoxybenzyl)-2-fluoro-N-(pyrimidin-4-yl)benzenesulfonamide N[C@H]1[C@@H](CC[C@@](C1)(C1=CC(=CC=C1)C(F)(F)F)O)NC1=CC(=C(C=C1Cl)S(=O)(=O)N(C1=NC=NC=C1)CC1=C(C=C(C=C1)OC)OC)F